4-(((5-(tert-butyloxycarbonyl)-5-azaspiro[2.5]octan-8-yl)amino)methyl)picolinic acid C(C)(C)(C)OC(=O)N1CC2(CC2)C(CC1)NCC1=CC(=NC=C1)C(=O)O